ClC1=CC=2C3=C(C(=NC2C(=C1C1=CC=CC=C1)F)N1C(=NC=C1)C)N=CN3[C@@H]3C[C@H](N(CC3)C(\C=C\CN(C)C)=O)CC#N 2-((2S,4S)-4-(8-chloro-6-fluoro-4-(2-methyl-1H-imidazol-1-yl)-7-phenyl-1H-imidazo[4,5-c]quinolin-1-yl)-1-((E)-4-(dimethylamino)but-2-enoyl)piperidin-2-yl)acetonitrile